Br.Br.BrC1=NC=C(C(=C1)N1CCCCC1)[N+](=O)[O-] 2-bromo-5-nitro-4-(piperidin-1-yl)pyridine dihydrobromide